3-{2-chloro-7H-pyrrolo[2,3-d]pyrimidin-5-yl}-1-methanesulfonylpyrazole ClC=1N=CC2=C(N1)NC=C2C2=NN(C=C2)S(=O)(=O)C